C(C)(C)(C)OC=1C=C(C=CC1OC(C)(C)C)[S+](C1=CC=CC=C1)C1=CC=CC=C1 (3,4-di-tert-butoxyphenyl)diphenylsulfonium